ClC(CC1C(CCCC[Si](OC)(OC)OC)O1)Cl β-(3,4-epoxydichlorohexyl)ethyltrimethoxysilane